BrC=1C=NC=C(C1OCOCC[Si](C)(C)C)[N+](=O)[O-] 3-bromo-5-nitro-4-((2-(trimethylsilyl)ethoxy)methoxy)pyridine